C1(CC1)N1N=CC(=C1)N(S(=O)(=O)NC(=O)NC1=C(SC(=C1)C)C(C)C)[C@H]1CN(CCC1)C 1-[(1-Cyclopropyl-1H-pyrazol-4-yl)[(3R)-1-methylpiperidin-3-yl]sulfamoyl]-3-[5-methyl-2-(propan-2-yl)thiophen-3-yl]urea